C(C)N(C(C=C)=O)CCCN(C(C=C)=O)CC N,N'-diethyl-1,3-bis(acrylamido)propane